7-(3,5-Dichlorophenyl)-2-(ethylthio)-N'-(5-(trifluoromethyl)pyridin-2-yl)pyrazolo[1,5-a]pyrimidine-3-carbohydrazide ClC=1C=C(C=C(C1)Cl)C1=CC=NC=2N1N=C(C2C(=O)NNC2=NC=C(C=C2)C(F)(F)F)SCC